ClC1=C2C(=C(C(=NC2=C(C=C1)Cl)S(=O)C=1C=NC=NC1)C(C)=O)OC1=CC=C(C=C1)S(F)(F)(F)(F)F 1-(5,8-dichloro-4-(4-(pentafluoro-λ6-sulfaneyl)phenoxy)-2-(pyrimidin-5-ylsulfinyl)quinolin-3-yl)ethan-1-one